FC=1C=C2C(=C(N(C2=CC1)C1=CC(=C(C=C1)F)C)C(C)C)C=1OC=NN1 2-[5-fluoro-1-(4-fluoro-3-methyl-phenyl)-2-isopropyl-indol-3-yl]-1,3,4-oxadiazole